5-(4-((3-methyl-2-oxooxazolidin-5-yl)methoxy)phenyl)-2-oxo-6-(trifluoromethyl)-1,2-dihydropyridine-3-carboxamide CN1C(OC(C1)COC1=CC=C(C=C1)C=1C=C(C(NC1C(F)(F)F)=O)C(=O)N)=O